[Cl-].[Zn+2].C(=O)C1=C(C=CC=C1)B(O)O.[Cl-] (2-formylphenylboronic acid) Zinc chloride